COC1=CC=C(C=C1)C=1CC(N(N1)C(=O)C=1C=C(C(=O)O)C=CC1)C=1C(=NN(C1)C1=CC=CC=C1)C1=CC=C(C=C1)C 3-(5-(4-methoxyphenyl)-1'-phenyl-3'-(p-tolyl)-3,4-dihydro-1'H,2H-[3,4'-bipyrazole]-2-carbonyl)benzoic acid